13,23-DIOXA-16-THIA-1,17-DIAZAPENTACYCLO[17.7.2.03,6.011,15.022,27]OCTACOSA-8,19,21,27-TETRAENE N12CC3CCC3CC=CCC3COCC3SNCC3=CC=C(OCCC1)C2=C3